ethyl (Z)-2-(5-(2-cyanoprop-1-en-1-yl)-1H-pyrazol-1-yl)acetate C(#N)\C(=C/C1=CC=NN1CC(=O)OCC)\C